NCC(CN1N=NN(C1=O)C=1C=C(C=NC1)C=1C=C2CCC(NC2=C(C1)C)=O)=C(F)F 6-[5-[4-[2-(aminomethyl)-3,3-difluoro-allyl]-5-oxo-tetrazol-1-yl]-3-pyridyl]-8-methyl-3,4-dihydro-1H-quinolin-2-one